C1N(CCC2=CC=CC=C12)C[C@H](CN1CCN(C2=C(C1=O)C=CC(=C2)OCC2CN(CC2)C)C)O 4-[(2R)-3-(3,4-dihydro-1H-isoquinolin-2-yl)-2-hydroxy-propyl]-1-methyl-8-[(1-methyl-pyrrolidin-3-yl)methoxy]-2,3-dihydro-1,4-benzodiazepin-5-one